NCC(=O)NC=1C=CC(=C(C(=O)N[C@H](C)C2=CC=CC3=CC=CC=C23)C1)NCC(C)C (R)-5-(2-aminoacetamido)-2-(isobutylamino)-N-(1-(naphthalen-1-yl)ethyl)benzamide